ClC1=CC=C(C=C1)C1=NC2=C(N1[C@H](C(=O)NC1CCOCC1)C1CCCCC1)C=CC=C2 (S)-2-[2-(4-chloro-phenyl)-benzimidazol-1-yl]-2-cyclohexyl-N-(tetrahydro-pyran-4-yl)-acetamide